3-isoquinolin-formaldehyde C1=NC(=CC2=CC=CC=C12)C=O